C(C1=CC=CC=C1)OC(=O)N[C@H](C(=O)OCC1=CC=CC=C1)CN(CC(F)(F)F)CC(=O)OC(C)(C)C Benzyl (S)-2-(((benzyloxy)carbonyl)amino)-3-((2-(tert-butoxy)-2-oxoethyl) (2,2,2-trifluoroethyl)amino)propanoate